4-(2-((6-(isoxazol-4-yl)-1H-indazol-4-yl)oxy)ethoxy)-N-(3-(methoxymethyl)-5-(trifluoromethoxy)benzyl)butan-1-amine O1N=CC(=C1)C1=CC(=C2C=NNC2=C1)OCCOCCCCNCC1=CC(=CC(=C1)OC(F)(F)F)COC